ClC=1C=C(C=CC1C=1SC=C(C1)C1=CC(=NC=C1)C(C)(C)O)C(=O)N1CCC(CC1)O (3-chloro-4-(4-(2-(2-hydroxyprop-2-yl)pyridin-4-yl)thiophen-2-yl)phenyl)(4-hydroxypiperidin-1-yl)methanone